N-(4-Bromo-3-chloro-2-fluoro-phenyl)-6-[(3S)-pyrrolidin-3-yl]oxy-pyrido[3,2-d]pyrimidin-4-amine BrC1=C(C(=C(C=C1)NC=1C2=C(N=CN1)C=CC(=N2)O[C@@H]2CNCC2)F)Cl